((3-((4-methoxybenzyl)oxy)-1-(tetrahydro-2H-pyran-2-yl)-1H-pyrazol-4-yl)Methyl)isoindoline-1,3-dione COC1=CC=C(COC2=NN(C=C2CN2C(C3=CC=CC=C3C2=O)=O)C2OCCCC2)C=C1